NC1=C(C=NC=2N1N=CC2C#N)C2=C(C=CC1=CC=CC=C21)C(F)F 7-amino-6-(2-(difluoromethyl)naphthalen-1-yl)pyrazolo[1,5-a]pyrimidine-3-carbonitrile